(S)-HEX-5-ENE-2-SULFONAMIDE C[C@@H](CCC=C)S(=O)(=O)N